C1(CCCCC1)CC(=C(F)F)C1=CC=CC2=C1OC1=C2C=CC=C1 4-(3-cyclohexyl-1,1-difluoroprop-1-en-2-yl)dibenzo[b,d]furan